2-(3,6-diazabicyclo[3.1.1]heptan-3-yl)-5-chloro-7-(thiazol-2-yl)-4-(trifluoromethoxy)benzo[d]oxazole C12CN(CC(N1)C2)C=2OC1=C(N2)C(=C(C=C1C=1SC=CN1)Cl)OC(F)(F)F